1,1-dioxo-thiane-4-carbonitrile O=S1(CCC(CC1)C#N)=O